4-(((5-bromopyridin-2-yl)oxy)methyl)-3-(4-fluorophenyl)-5-methylisoxazole BrC=1C=CC(=NC1)OCC=1C(=NOC1C)C1=CC=C(C=C1)F